N-(5-(6-ETHOXYPYRAZIN-2-YL)PYRIDIN-2-YL)-4-(2-(METHYLSULFONAMIDO)PYRIMIDIN-4-YL)TETRAHYDRO-2H-PYRAN-4-CARBOXAMIDE C(C)OC1=CN=CC(=N1)C=1C=CC(=NC1)NC(=O)C1(CCOCC1)C1=NC(=NC=C1)NS(=O)(=O)C